Diethyl Pimelate C(CCCCCC(=O)OCC)(=O)OCC